ClC=1C=C(C=C(C1OC1=CC2=C(N=C3OCCCN32)C=C1)Cl)N1N=C(C(NC1=O)=O)C#N 2-(3,5-dichloro-4-((3,4-dihydro-2H-benzo[4,5]imidazo[2,1-b][1,3]oxazin-7-yl)oxy)phenyl)-3,5-dioxo-2,3,4,5-tetrahydro-1,2,4-triazine-6-carbonitrile